N,N-Diethyl-2-(((4-oxo-3-phenethyl-3,4-dihydropteridin-2-yl)thio)methyl)-1H-benzo[d]imidazole-6-sulfonamide C(C)N(S(=O)(=O)C=1C=CC2=C(NC(=N2)CSC2=NC3=NC=CN=C3C(N2CCC2=CC=CC=C2)=O)C1)CC